NC=1C(=NON1)C1=NC2=C(N1CC(=O)NC1=CC(=CC=C1)OC)C=CC=C2 2-(2-(4-amino-1,2,5-oxadiazol-3-yl)-1H-benzo[d]imidazol-1-yl)-N-(3-methoxyphenyl)acetamide